ClC1=C2CC[C@@]3(CCC=4C(=NC(=NC4C3)SC)N3C[C@@H](N(CC3)C(=O)OC(C)(C)C)CC#N)C2=CC=C1 tert-butyl (S)-4-((R)-4-chloro-2'-(methylthio)-2,3,5',8'-tetrahydro-6'H-spiro[indene-1,7'-quinazolin]-4'-yl)-2-(cyanomethyl)piperazine-1-carboxylate